CC=1C=C(C=C(C1N1CCN(CC1)C1CCN(CC1)C)C)C=1C=C2C(=NC1)NC=C2C2=CC=C(C=C2)S(=O)(=N)C 5-(3,5-dimethyl-4-(4-(1-methylpiperidin-4-yl)piperazin-1-yl)phenyl)-3-(4-(S-methylsulfonimidoyl)phenyl)-1H-pyrrolo[2,3-b]pyridine